C(C)(=O)O[C@H]([C@@H](CNC(CC1=CC=C(C=C1)Cl)=O)OC(C)=O)[C@@H]1O[C@@](C[C@@H]([C@H]1NC(COC(C)=O)=O)OC(C)=O)(OCC1OC1)C(=O)OC (1R,2R)-1-((2R,3R,4S,6R)-4-acetoxy-3-(2-acetoxyacetamido)-6-(methoxycarbonyl)-6-(oxiran-2-ylmethoxy)tetrahydro-2H-pyran-2-yl)-3-(2-(4-chlorophenyl)acetamido)propane-1,2-diyl diacetate